N-((1R,2S)-1-amino-2,3-dihydro-1H-inden-2-yl)-4-(7H-pyrrolo[2,3-d]pyrimidin-4-yl)-3,4-dihydro-2H-1,4-thiazine-6-carboxamide hydrochloride Cl.N[C@H]1[C@H](CC2=CC=CC=C12)NC(=O)C1=CN(CCS1)C=1C2=C(N=CN1)NC=C2